9-(3-amino-3-oxopropyl)-6-(1H-imidazol-1-yl)-9H-carbazole-2-carboxylic acid methyl ester COC(=O)C1=CC=2N(C3=CC=C(C=C3C2C=C1)N1C=NC=C1)CCC(=O)N